OC1=CC=C(C=C1)C(CN1C[C@@H]2[C@H](C1)CC(C2)OC2=C1C=CN=CC1=CC=C2)=O 1-(4-hydroxyphenyl)-2-((3aR,5s,6aS)-5-(isoquinolin-5-yloxy)hexahydrocyclopenta[c]pyrrol-2(1H)-yl)ethanone